(4-bromo-2-hydroxyphenyl)boric acid BrC1=CC(=C(C=C1)OB(O)O)O